1-((5-cyanopyridin-3-yl)ethynyl)-4-methyl-N-(1-methylcyclopropyl)-5-oxo-1,2,4,5-tetrahydroimidazo[1,2-a]quinazoline-7-sulfonamide C(#N)C=1C=C(C=NC1)C#CC1CN=C2N1C1=CC=C(C=C1C(N2C)=O)S(=O)(=O)NC2(CC2)C